C1(CCC1)N1C(=NC2=C1C=C(C=C2)N2N=CN=C2)C=2N(C(C(=C(N2)C(=O)O)OC)=O)C 2-[1-cyclobutyl-6-(1H-1,2,4-triazol-1-yl)-1H-1,3-benzodiazol-2-yl]-5-methoxy-1-methyl-6-oxo-1,6-dihydropyrimidine-4-carboxylic acid